C[Si](C)(CCC(C(C(C(C(C(F)(F)F)(F)F)(F)F)(F)F)(F)F)(F)F)Cl (tridecafluoro-1,1,2,2-tetrahydrooctyl)dimethylchlorosilane